folic acid maleate C(\C=C/C(=O)O)(=O)O.C(CC[C@@H](C(=O)O)NC(=O)C1=CC=C(NCC2=CN=C3N=C(N)NC(=O)C3=N2)C=C1)(=O)O